8-aminobicyclo[3.2.1]octane-3-carboxylic acid isopropyl ester C(C)(C)OC(=O)C1CC2CCC(C1)C2N